C(CCC)C1=NN=C2N1C(N(C1=C2N=CC(=C1)N1CCC(CC1)=O)CC1=CC=C(C=C1)OC)=O Butyl-6-[(4-methoxyphenyl)methyl]-8-(4-oxopiperidin-1-yl)pyrido[2,3-e][1,2,4]triazolo[4,3-c]pyrimidin-5(6H)-one